(5S)-2-[(5-chloropyridin-2-yl)methyl]-5-[(3,3-difluoropyrrolidin-1-yl)carbonyl]-6,7-dihydro[1,2,4]triazolo[4,3-a]pyridine-3,8(2H,5H)-dione ClC=1C=CC(=NC1)CN1N=C2N([C@@H](CCC2=O)C(=O)N2CC(CC2)(F)F)C1=O